NC=1C=C2CNC(N(C2=CC1)CC1=CC=CC=C1)=O 6-amino-1-benzyl-3,4-dihydroquinazolin-2(1H)-one